C(CC)C=1N=NSC1C(=O)NC1CCC(CC1)NC1=CC(=NC2=CC=C(C=C12)Cl)C(F)(F)F 4-propyl-N-[(1s,4s)-4-{[6-chloro-2-(trifluoromethyl)quinolin-4-yl]amino}cyclohexyl]-1,2,3-thiadiazole-5-carboxamide